n-Propyl ether CCCOCCC